OCCC(OP(=O)([O-])O)C[N+](C)(C)C hydroxyethyl-phosphocholine